OC=1C(NC=NC1C(=C)CC1=CC=C(C=C1)C#CC1=CC=C(C=C1)CN1CCOCC1)=O 5-hydroxy-6-(3-(4-((4-(morpholinomethyl)phenyl)ethynyl)phenyl)prop-1-en-2-yl)pyrimidin-4(3H)-one